OC=1C=C2CC[C@H]([C@H](C2=CC1)C1=CC=C(C=C1)N1CCC(CC1)C=O)CC(F)(F)F 1-[4-[(1S,2S)-6-hydroxy-2-(2,2,2-trifluoroethyl)tetralin-1-yl]phenyl]piperidine-4-carbaldehyde